4-(4-hydroxyphenyl-hex-2,4-dien-3-yl)phenol OC1=CC=C(C=C1)CC=CC(=CC)C1=CC=C(C=C1)O